CC(C)(C)OC(=O)NCCCCCN N-Boc-cadaverine